FC1=C(C=CC=C1CNS(NC)(=O)=O)CC=1C(OC2=CC(=CC=C2C1C)OC1=NC=CC=C1F)=O 3-[[2-fluoro-3-[(methylsulfamoylamino)methyl]phenyl]methyl]-7-[(3-fluoro-2-pyridyl)oxy]-4-methyl-chromen-2-one